O1CCC(CC1)COC1=NC=CC(=C1)CN (2-((tetrahydro-2H-pyran-4-yl)methoxy)pyridin-4-yl)methanamine